C(C)(C)(C)OC(=O)N1C(=CC=2C1=CN=C(C2)N(CC2=CC=C(C=C2)OC)CC2=CC=C(C=C2)OC)I 5-{bis[(4-methoxyphenyl)methyl]amino}-2-iodopyrrolo[2,3-c]pyridine-1-carboxylic acid tert-butyl ester